1-[trans-4-cyanotetrahydropyran-3-yl]-3-[(1-hydroxy-7-methyl-3H-2,1-benzoxaborole-5-yl)amino]pyrazole-4-carboxamide C(#N)[C@H]1[C@@H](COCC1)N1N=C(C(=C1)C(=O)N)NC=1C=C(C2=C(COB2O)C1)C